F[C@]12C3CC[C@@]4([C@H](CC[C@H]4[C@@H]3CC[C@@H]2C[C@](CC1)(C)O)C(C)=O)C 1-((3R,5R,8S,10R,13S,14S,17S)-10-fluoro-3-hydroxy-3,13-dimethylhexadecahydro-1H-cyclopenta[a]phenanthren-17-yl)ethan-1-one